2-cyclopropyl-N-[6-(2,2-difluoroethoxy)-5-fluoro-2-methoxy-3-pyridinyl]quinoline-5-sulfonamide C1(CC1)C1=NC=2C=CC=C(C2C=C1)S(=O)(=O)NC=1C(=NC(=C(C1)F)OCC(F)F)OC